1-(4,4-difluorochroman-6-yl)ethan-1-one FC1(CCOC2=CC=C(C=C12)C(C)=O)F